(S)-5-oxopyrrolidin-3-yl (S)-2-cyano-4-(3-(2-cyclopropoxypyridin-3-yl)pyrazolo[1,5-a]pyrimidin-5-yl)piperazine-1-carboxylate C(#N)[C@H]1N(CCN(C1)C1=NC=2N(C=C1)N=CC2C=2C(=NC=CC2)OC2CC2)C(=O)O[C@@H]2CNC(C2)=O